5-bromotoluene BrC=1C=CC=C(C)C1